C1C(O1)CN(CC2CO2)C3=CC=CC=C3 diglycidylaniline